1-(3-chlorophenyl)-2,2,2-trifluoroethan-1-amine hydrochloride Cl.ClC=1C=C(C=CC1)C(C(F)(F)F)N